ethyl (6-hydroxy-5'-methyl-4-(2-methyloctan-2-yl)-2'-(prop-1-en-2-yl)-1',2',3',4'-tetrahydro-[1,1'-biphenyl]-2-yl) benzylphosphonate C(C1=CC=CC=C1)P(OCC)(OC1=C(C(=CC(=C1)C(C)(CCCCCC)C)O)C1C(CCC(=C1)C)C(=C)C)=O